CN(CCCC(CC)(N(C)C)CCCN(C)C)C bis(3-dimethylaminopropyl)-N,N-dimethylpropanamine